C(C)(C)(C)OC(=O)N1C2(CN(C2=O)CC2=CC=C(C=C2)OC)CC(C1)N[C@@H]([C@H](O)C)C(=O)O (5-(tert-butoxycarbonyl)-2-(4-methoxybenzyl)-1-oxo-2,5-diazaspiro[3.4]octan-7-yl)-L-threonine